(S)-N-(5-chloro-2,4-difluorophenyl)-6-methoxy-N-methyl-1-(6-methyl-4-(trifluoromethyl)pyridin-2-yl)-2,3-dihydro-1H-pyrrolo[3,2-c]pyridine-2-carboxamide ClC=1C(=CC(=C(C1)N(C(=O)[C@@H]1CC=2C=NC(=CC2N1C1=NC(=CC(=C1)C(F)(F)F)C)OC)C)F)F